(+/-)-1-tert-Butyl-3-ethyl-(trans,trans)-4-[3-(2-methoxyethoxy)phenyl]-2-methylpiperidine C(C)(C)(C)N1C(C(C(CC1)C1=CC(=CC=C1)OCCOC)CC)C